N[C@@H]1[C@@H](OCC12CCN(CC2)C=2N=CC(=NC2)SC2=CC=NC1=C2OCC2N1C(N(C2)C2CC2)=O)C 4-((5-((3S,4S)-4-amino-3-methyl-2-oxa-8-azaspiro[4.5]decan-8-yl)pyrazin-2-yl)thio)-8-cyclopropyl-6,6a,7,8-tetrahydro-9H-imidazo[1,5-d]pyrido[3,2-b][1,4]oxazin-9-one